C1(CC1)C(CSC1=CC=CC=C1)(C1=CC=CC=C1)NC1=CC=C(C=C1)OC N-(1-cyclopropyl-1-phenyl-2-(phenylthio)ethyl)-4-methoxyaniline